(1r,4r)-4-(2,4-Dichlorophenoxy)-2'-oxo-1',2'-dihydrospiro[cyclohexane-1,3'-indole]-5'-carboxylic acid ClC1=C(OC2CCC3(C(NC4=CC=C(C=C34)C(=O)O)=O)CC2)C=CC(=C1)Cl